CC1CCN(CC1)C(=O)[O-] 4-methyl-piperidine-1-carboxylate